ClC=1C=CC(=C(C1)C=1C=C(C=2OCCNC2N1)C=1C=C(C=NC1)NC(CN(C)C)=O)F N-{5-[6-(5-chloro-2-fluorophenyl)-2H,3H,4H-pyrido[3,2-b][1,4]oxazin-8-yl]pyridin-3-yl}-2-(dimethylamino)acetamide